C1=CC=C(C=C1)C2=C(C(=C(C3=CC4=CC5=CC=CC=C5C=C4C=C32)C6=CC=CC=C6)C7=CC=CC=C7)C8=CC=CC=C8 TETRAPHENYLNAPHTHACENE